4-((5-((5-chloro-4-((2-(dimethylphosphoryl)phenyl)amino)pyrimidin-2-yl)amino)-4-methoxy-2-(4-(4-methylpiperazin-1-yl)piperidin-1-yl)phenyl)carbamoyl)benzenesulfonyl fluoride ClC=1C(=NC(=NC1)NC=1C(=CC(=C(C1)NC(=O)C1=CC=C(C=C1)S(=O)(=O)F)N1CCC(CC1)N1CCN(CC1)C)OC)NC1=C(C=CC=C1)P(=O)(C)C